C(CCCCCCCCC=CCCCCCCCCCC)(=O)O 10-Heneicosenoic acid